3-{4-[(6,7-dimethoxy-4-quinazolinyl)oxy]-3-isopropylphenyl}-1-[3-(trifluoromethyl)phenyl]-2,4-imidazolidinedione COC=1C=C2C(=NC=NC2=CC1OC)OC1=C(C=C(C=C1)N1C(N(CC1=O)C1=CC(=CC=C1)C(F)(F)F)=O)C(C)C